OCC(=O)N1[C@@H](CN(CC1)C1=NC=C(C=N1)C1=CC=C2C(=N1)N1C(=N2)CC[C@@H]1C1=C(C=CC=C1)OC)C 2-hydroxy-1-((R)-4-(5-((R)-8-(2-methoxyphenyl)-7,8-dihydro-6H-pyrrolo[2',1':2,3]imidazo[4,5-b]pyridin-2-yl)pyrimidin-2-yl)-2-methylpiperazin-1-yl)ethanone